C1(=CC=CC=C1)N1N=CC2=CC=C(C=C12)C(=O)NC1CCNCC1 1-phenyl-N-(piperidin-4-yl)-1H-indazole-6-carboxamide